C(C)N1OC(C2C1C(CC(C2)C2=CC=CC=C2)CC)(CC)CC 1,3,3,7-tetraethyl-5-phenyloctahydrobenzo[c]isoxazole